ClC1=NC=C(C(=N1)Cl)CN1CCC2=CC=CC=C12 1-((2,4-dichloropyrimidin-5-yl)methyl)indoline